F[C@@H]1C[C@H](C1)O trans-3-fluorocyclobutanol